2,7-Bis[2-(diethylamino)ethoxy]-9-fluorenone dihydrochloride Cl.Cl.C(C)N(CCOC1=CC=2C(C3=CC(=CC=C3C2C=C1)OCCN(CC)CC)=O)CC